C(C)(C)(C)OC(COCC/C=C/C(=O)OC)=O methyl (E)-5-(2-(tert-butoxy)-2-oxoethoxy)pent-2-enoate